2-Methylpyrrolidine hydrochloride Cl.CC1NCCC1